C(C)(=O)NC1CN(CC1)C([C@@H](C)C1=CC(=C(C=C1)NC([C@H](C(C1CCCCC1)C1CCCCC1)NC(=O)C1=CC=NN1C(C)C)=O)F)=O N-((2S)-1-((4-((2S)-1-(3-acetamidopyrrolidin-1-yl)-1-oxopropan-2-yl)-2-fluorophenyl)amino)-3,3-dicyclohexyl-1-oxopropan-2-yl)-1-isopropyl-1H-pyrazole-5-carboxamide